C(C)(C)C1CCN(CC1)C1=NC=C(C=N1)NC1CCC(CC1)CNC(OC(C)(C)C)=O tert-butyl ((4-((2-(4-isopropylpiperidin-1-yl)pyrimidin-5-yl)amino)cyclohexyl)methyl)carbamate